C(C)(C)(C)N1N=CC(=C1)C1=C(C(=O)O)C=C(C=C1F)NC(=O)C1(CC1)C1=C(C=C(C=C1)C(F)(F)F)F 2-(1-tert-Butyl-1H-pyrazol-4-yl)-3-fluoro-5-[({1-[2-fluoro-4-(trifluoromethyl)phenyl]cyclopropyl}carbonyl)amino]benzoic acid